BrC1=CC(=C(C(=O)OC)C=C1I)C methyl 4-bromo-5-iodo-2-methylbenzoate